BrC1=CC2=C(N=NO2)C2=C1C(=C(C=C2)F)Cl 5-bromo-6-chloro-7-fluoro-benzo[e][1,2,3]benzoxadiazole